N-(1-(azetidin-1-ylmethyl)cyclopropyl)-2-(4-(difluoromethyl)phenyl)propanamide N1(CCC1)CC1(CC1)NC(C(C)C1=CC=C(C=C1)C(F)F)=O